azetidin-3-ylmethyl 1-(4-((4-((2-(6-methylpyridin-2-yl)pyrimidin-4-yl)amino)pyrimidin-2-yl)amino)benzyl)azetidine-3-carboxylate CC1=CC=CC(=N1)C1=NC=CC(=N1)NC1=NC(=NC=C1)NC1=CC=C(CN2CC(C2)C(=O)OCC2CNC2)C=C1